(S)-4-(8-amino-3-(1-(cyanomethyl)pyrrolidin-2-yl)imidazo[1,5-a]pyrazin-1-yl)-N-(pyridin-2-yl)benzamide NC=1C=2N(C=CN1)C(=NC2C2=CC=C(C(=O)NC1=NC=CC=C1)C=C2)[C@H]2N(CCC2)CC#N